1,3,5-tris(p-aminophenyl)benzene NC1=CC=C(C=C1)C1=CC(=CC(=C1)C1=CC=C(C=C1)N)C1=CC=C(C=C1)N